ClC=1C2=C(N=C(N1)C)NC(C(=C2)C2(CC2)C(F)F)=O 4-chloro-6-(1-(difluoromethyl)cyclopropyl)-2-methylpyrido[2,3-d]pyrimidin-7(8H)-one